ClC=1C(N(C(=CC1OCC1=NC=C(C=C1F)F)C)C1=CC(=NC=C1C)C1=NN(C=C1)C(CO)(C)C)=O (S)-3-Chloro-4-((3,5-difluoropyridin-2-yl)methoxy)-2'-(1-(1-hydroxy-2-methylpropan-2-yl)-1H-pyrazol-3-yl)-5',6-dimethyl-2H-[1,4'-bipyridyl]-2-one